hydroxy-1-(o-tolyl)cyclopropane-1-carboximidamide OC1C(C1)(C(N)=N)C1=C(C=CC=C1)C